(S)-4-(1-(1-(3-chlorobenzyl)-5-(pyridin-3-yl)-1H-indol-7-amido)ethyl)benzoic acid ClC=1C=C(CN2C=CC3=CC(=CC(=C23)C(=O)N[C@@H](C)C2=CC=C(C(=O)O)C=C2)C=2C=NC=CC2)C=CC1